C=C(C)O[Sb](C1=CC=C(C=C1)[Sb](OC(=C)C)OC(=C)C)OC(=C)C 1,4-bis(di(propen-2-yloxy)stibanyl)benzene